(2S)-2-{[2-(1-methyl-1H-1,2,3-triazol-4-yl)[1,2,4]triazolo[1,5-c]quinazolin-5-yl]amino}butanamide CN1N=NC(=C1)C1=NN2C(=NC=3C=CC=CC3C2=N1)N[C@H](C(=O)N)CC